7-((2s,5r)-2,5-dimethyl-4-(4-(trifluoromethoxy)benzyl)piperazin-1-yl)-4-methyl-2-(prop-1-en-2-yl)-2,4-dihydro-5H-pyrazolo[4,3-b]pyridin-5-one C[C@@H]1N(C[C@H](N(C1)CC1=CC=C(C=C1)OC(F)(F)F)C)C=1C=2C(N(C(C1)=O)C)=CN(N2)C(=C)C